C(#N)C=1C(=NC(=CC1N1CC(C1)N1CCN(CC1)C(=O)OC(C)(C)C)N1C[C@H](C2(CCCO2)CC1)CO)C(F)(F)F 1-tert-Butyl 4-(1-(3-cyano-6-((6S)-6-(hydroxymethyl)-1-oxa-8-azaspiro[4.5]decan-8-yl)-2-(trifluoromethyl)pyridin-4-yl)azetidin-3-yl)piperazine-1-carboxylate